C12=CC=C(N1)C=C1C=CC(=N1)C=C1C=CC(N1)=CC=1C=CC(N1)=C2.[K] Potassium porphyrin